4-(5-(3,5-dichloro-4-fluorophenyl)-5-(trifluoromethyl)-4,5-dihydroisoxazol-3-yl)-2-methyl-N-(1-(2,2,3,3,3-pentafluoropropyl)-5-(trifluoromethyl)-1H-1,2,4-triazol-3-yl)benzamide ClC=1C=C(C=C(C1F)Cl)C1(CC(=NO1)C1=CC(=C(C(=O)NC2=NN(C(=N2)C(F)(F)F)CC(C(F)(F)F)(F)F)C=C1)C)C(F)(F)F